C(C)(C)(C)[Si](OCCC=C1CCOCC1)(C)C tert-butyldimethyl-(3-(tetrahydro-4H-pyran-4-ylidene)propoxy)silane